BrC=1C=CC2=C(N(C=N2)C2=CC=C(C=C2)F)C1 6-bromo-1-(4-fluorophenyl)-1H-benzo[d]imidazole